C(C)C=1C(=CC=C2C=C(C=C(C12)C1=C(C=2N=C(N=C(C2C=N1)N1CC(CCC1)C#N)OC[C@]12CCCN2C[C@@H](C1)F)F)O)F 1-(7-(8-Ethyl-7-fluoro-3-hydroxynaphthalen-1-yl)-8-fluoro-2-(((2R,7aS)-2-fluorotetrahydro-1H-pyrrolizin-7a(5H)-yl)methoxy)pyrido[4,3-d]pyrimidin-4-yl)piperidine-3-carbonitrile